Z-Cystein N[C@@H](CS)C(=O)O